aluminum tris(i-butylethylphosphinate) C(C(C)C)P([O-])(=O)CC.C(C(C)C)P([O-])(=O)CC.C(C(C)C)P([O-])(=O)CC.[Al+3]